C(C1=CC=CC=C1)N1CCC(CC1)C=O 1-benzylpiperidine-4-carboxaldehyde